C1(CC1)C=1C=C2C(N3C(=NC2=CC1)C(=CC=C3)C(=O)NC3CCC(CC3)O)=O 2-cyclopropyl-N-((1R,4R)-4-hydroxycyclohexyl)-11-oxo-11H-pyrido[2,1-b]quinazoline-6-carboxamide